FC(C1(CC1)NC(O)=O)F N-[1-(difluoromethyl)cyclopropyl]Carbamic acid